ClC1(C(C1C)(C(=O)N[C@H](C)C1=CC=C(C=C1)Cl)CC)Cl 2,2-Dichloro-N-[(1R)-1-(4-chlorophenyl)ethyl]-1-ethyl-3-methylcyclopropanecarboxamide